2-(6a-methyl-8-(pyrrolidin-3-yl)-6,6a,7,8,9,10-hexahydro-5H-pyrazino[1',2':4,5]pyrazino[2,3-c]pyridazin-2-yl)phenol CC12N(C=3C(=NN=C(C3)C3=C(C=CC=C3)O)NC1)CCN(C2)C2CNCC2